4-(4-(1-bromo-6,7,8,9-tetrahydro-5H-benzo[7]annulen-5-yl)piperazin-1-yl)benzamide (9Z)-9-dodecenyl-acetate C(CCCCCCC\C=C/CC)CC(=O)O.BrC1=CC=CC2=C1CCCCC2N2CCN(CC2)C2=CC=C(C(=O)N)C=C2